[13C](=O)(Cl)Cl phosgene-13C